CC1=CC=C(C=C1)C1=C(C(=C(C=C1)N(C1=CC=CC=C1)C1=CC=CC=C1)C1=CC=C(C=C1)C)C1=CC=C(C=C1)C tris(4-methylphenyl)-triphenylamine